N1CCC(CC1)CN1CCC2(CC(C2)NC(OCC2=CC=CC=C2)=O)CC1 benzyl (7-(piperidin-4-ylmethyl)-7-azaspiro[3.5]nonan-2-yl)carbamate